C(C)(C)N(C(C)C)[Li] DiisopropylaminoLithium